tert-butyl (S)-(3-((tert-butyldiphenylsilyl)oxy)-1-(methylamino)-1-oxopropan-2-yl)carbamate [Si](C1=CC=CC=C1)(C1=CC=CC=C1)(C(C)(C)C)OC[C@@H](C(=O)NC)NC(OC(C)(C)C)=O